C(N)(OC(CN1C(=C(C=C1)C(=O)N1CCN(CC1)C1=NC=C(C=N1)C(F)(F)F)F)CC(C)(C)C)=O Tert-butyl-(1-(2-fluoro-3-(4-(5-(trifluoromethyl) pyrimidin-2-yl) piperazine-1-carbonyl)-1H-pyrrol-1-yl) propan-2-yl) carbamate